O=C1NC(CCC1N1CC2=CC=C(C(=C2C1=O)F)CNC(OCC=1SC2=C(N1)CCC[C@H]2C)=O)=O ((R)-7-methyl-4,5,6,7-tetrahydrobenzo[d]thiazol-2-yl)methyl ((2-(2,6-dioxopiperidin-3-yl)-4-fluoro-3-oxoisoindolin-5-yl)methyl)carbamate